N-(2-Chloro-3-methoxyphenyl)-3,3-dimethoxypropionamide ClC1=C(C=CC=C1OC)NC(CC(OC)OC)=O